(4-(Chlorocarbonyl)bicyclo[2.2.1]Hept-1-yl)carbamic acid tert-butyl ester C(C)(C)(C)OC(NC12CCC(CC1)(C2)C(=O)Cl)=O